N-(3,3-Difluoroazetidin-1-yl)-5-((7-fluoro-3H-spiro[benzo[b][1,4]dioxine-2,1'-cyclopropane]-5-yl)amino)-7-(methylamino)pyrazolo[1,5-a]pyrimidine-3-carboxamide FC1(CN(C1)NC(=O)C=1C=NN2C1N=C(C=C2NC)NC2=CC(=CC=1OC3(CC3)COC12)F)F